(2-fluoro-6-((3-methoxyazetidin-1-yl)methyl)phenyl)methylamine FC1=C(C(=CC=C1)CN1CC(C1)OC)CN